racemic-D,L-valine N[C@@H](C(C)C)C(=O)O |r|